FC(=C(CC1=NSC(=N1)NC(=O)C1=C(OC(=C1)C1=CC(=CC=C1)C(F)(F)F)C)C)F N-(3-(3,3-difluoro-2-methylallyl)-1,2,4-thiadiazol-5-yl)-2-methyl-5-(3-(trifluoromethyl)phenyl)furan-3-carboxamide